COC(C)C1=CC=CC(=N1)CN1N=NC(=C1)C1=CC(=NC(=N1)NC(COC)C1=CC=CC=C1)C=1C=C(C#N)C=CC1 m-[6-(1-{[6-(1-methoxyethyl)-2-pyridinyl]methyl}-1H-1,2,3-triazol-4-yl)-2-(2-methoxy-1-phenylethylamino)-4-pyrimidinyl]benzonitrile